C1(=CC=CC=2C3=CC=CC=C3C=CC12)C1(C2(C(C(C(C(C2(C(C2(C(C(C(C(C12)([2H])[2H])([2H])[2H])([2H])[2H])([2H])[2H])[2H])([2H])[2H])[2H])([2H])[2H])([2H])[2H])([2H])[2H])([2H])[2H])[2H])[2H] (phenanthrenyl)anthracene-d22